FC=1C=C(C#N)C=C(C1)OC1=C(C2=C(C(N(S2(=O)=O)C)O)C=C1)C(F)F 3-fluoro-5-((3-hydroxy-2-methyl-1,1-dioxido-7-(difluoromethyl)-2,3-dihydrobenzo[d]isothiazol-6-yl)oxy)benzonitrile